C(C)(C)(C)OC(=O)NCCC(=O)O N-(t-butoxycarbonyl)-beta-alanine